(S)-2-((4-(6-((2-fluoro-4-(methylcarbamoyl)benzyl)oxy)pyridin-2-yl)piperidin-1-yl)methyl)-1-(oxetan-2-yl-methyl)-1H-benzo[d]imidazole-6-carboxylic acid FC1=C(COC2=CC=CC(=N2)C2CCN(CC2)CC2=NC3=C(N2C[C@H]2OCC2)C=C(C=C3)C(=O)O)C=CC(=C1)C(NC)=O